methyl 3-[2-(difluoromethoxy)phenyl]pyridine-4-carboxylate FC(OC1=C(C=CC=C1)C=1C=NC=CC1C(=O)OC)F